CC(C)CCC[C@@H](C)[C@H]1CC[C@H]2[C@@H]3CC([C@]4(C[C@H](CC[C@]4(C)[C@H]3CC[C@]12C)O)O)O cholestane-3β,5α,6-P-triol